Cl.ClC1=CC=C(S1)CNC1=CC(=NN1C(=O)C1CCCCC1)C1CCNCC1 N-[(5-chlorothiophen-2-yl)methyl]-1-cyclohexanecarbonyl-3-(piperidin-4-yl)-1H-pyrazol-5-amine hydrochloride